C1(CCCCC1)P(C1CCCCC1)C1CCCCC1 TRICYCLOHEXYLPHOSPHINE